C(CC1=CC=CC=C1)NC1=NC(=CC=N1)C phenethylamino-6-methylpyrimidine